(2R,6S)-N-(1-(2,4-difluorophenyl)cyclopropyl)-9-hydroxy-8,10-dioxo-3,4,5,6,8,10,14,14a-octahydro-2H-2,6-methanopyrido[1',2':4,5]pyrazino[2,1-b][1,3]oxazocine-11-carboxamide FC1=C(C=CC(=C1)F)C1(CC1)NC(=O)C=1C(C(=C2N(CC3O[C@@H]4CCC[C@H](N3C2=O)C4)C1)O)=O